ClC=1C=C(C(=NC1)OC=1C(=CC(=NC1)N(CC1=CC=C(C=C1)OC)CC1=CC=C(C=C1)OC)CC)OCC(F)(F)F 5-((5-Chloro-3-(2,2,2-trifluoroethoxy)pyridin-2-yl)oxy)-4-ethyl-N,N-bis(4-methoxybenzyl)pyridin-2-amine